NC=1SC=C(N1)C=1N=NN(C1)[C@@H]1[C@H]([C@@H](SC2=CC(=C(C=C2)C#N)Cl)O[C@@H]([C@@H]1O)CO)OC 3-chloro-4-cyanophenyl 3-[4-(2-aminothiazol-4-yl)-1H-1,2,3-triazol-1-yl]-3-deoxy-2-O-methyl-1-thio-alpha-D-galactopyranoside